methyl 5-formyl-2,3-dihydrobenzofuran-7-carboxylate C(=O)C=1C=C(C2=C(CCO2)C1)C(=O)OC